BrC=1C(=C(C=NC1C)N=C(C1=CC=CC=C1)C1=CC=CC=C1)Cl N-(5-bromo-4-chloro-6-methylpyridin-3-yl)-1,1-diphenylmethanimine